5-bromo-1-methyl-3,4-dihydro-1H-isoquinoline-2-carboxylic acid tert-butyl ester C(C)(C)(C)OC(=O)N1C(C2=CC=CC(=C2CC1)Br)C